(R)-N-((5-fluoro-2-hydroxyphenyl)(1H-indol-2-yl)methyl)-4'-(pyrrolidin-1-yl)-[1,1'-biphenyl]-3-carboxamide FC=1C=CC(=C(C1)[C@@H](NC(=O)C=1C=C(C=CC1)C1=CC=C(C=C1)N1CCCC1)C=1NC2=CC=CC=C2C1)O